C(C1CO1)N(CC1CO1)C1(CCCCC1)CC1(CCCCC1)N(CC1CO1)CC1CO1 bis(N,N-diglycidylaminocyclohexyl)methane